OCC1CC[C@@]2([C@H]3CC[C@]4([C@H]([C@@H]3CC[C@H]2C1)CC[C@@H]4[C@@H](CCCC(=O)OC)C)C)C Methyl (5R)-5-[(1R,3aS,3bR,5aS,9aS,9bS,11aR)-7-(hydroxymethyl)-9a,11a-dimethylhexadecahydro-1H-cyclopenta[1,2-a]phenanthren-1-yl]hexanoate